S(Br)Br.[P].[Li] Lithium phosphorus sulfur bromide